C(CCCCCCCCCCCCCCCCC(=O)[O-])(=O)OC(C)(C)C Octadecanedioic acid, mono-tert-butyl ester